N1=NN=C2NC(=C3C=CC=CC3=C21)N [1,2,3]triazolo[4,5-c]isoquinolin-5-amine